N1C(=CC2=CC=CC=C12)C1=C(NC2=CC=CC=C12)C(=O)OCC ethyl 3-(1H-indol-2-yl)-1H-indole-2-carboxylate